N-[(6-amino-2-pyridyl)sulfonyl]-2-indolin-1-yl-6-(6-isopropoxy-3-pyridyl)pyridine-3-carboxamide NC1=CC=CC(=N1)S(=O)(=O)NC(=O)C=1C(=NC(=CC1)C=1C=NC(=CC1)OC(C)C)N1CCC2=CC=CC=C12